3-(1-naphthyl)-1-pentanoylthiourea C1(=CC=CC2=CC=CC=C12)NC(NC(CCCC)=O)=S